C12(CC3CC(CC(C1)C3)C2)CN2N=CC(=C2C)C2=C(C=3C=NN(C3C=C2)C=2N=NC(=CC2)NC=2SC3=C(N2)C=CC=C3)C(=O)O 5-(1-(adamantan-1-ylmethyl)-5-methyl-1H-pyrazol-4-yl)-1-(6-(benzo[d]thiazol-2-ylamino)pyridazin-3-yl)-1H-indazole-4-carboxylic acid